(S)-4-[1-hydroxy-2-(isopropylamino)ethyl]benzene-1,2-diol O[C@H](CNC(C)C)C=1C=C(C(=CC1)O)O